3-methyl-2-(pyrimidin-2-yl)-1H-indole-5-carbonitrile CC1=C(NC2=CC=C(C=C12)C#N)C1=NC=CC=N1